OC[C@H]1C2CCC([C@H]1CO)N2C(=O)OC(C)(C)C racemic-tert-butyl (2R,3S)-2,3-bis(hydroxymethyl)-7-azabicyclo[2.2.1]heptane-7-carboxylate